O1C(=CC=C1)C1=CC=2CC(N3C(C2C2=C1OCC2)=CC(C(=C3)C(=O)OCC)=O)C(C)C ethyl 4-(furan-2-yl)-7-isopropyl-11-oxo-2,6,7,11-tetrahydro-1H-furo[2,3-h]pyrido[2,1-a]isoquinoline-10-carboxylate